2-indolecarboxylic acid N1C(=CC2=CC=CC=C12)C(=O)O